tris-(dibenzylacetone) dipalladium [Pd].[Pd].C(C1=CC=CC=C1)C(C(C)=O)CC1=CC=CC=C1.C(C1=CC=CC=C1)C(C(C)=O)CC1=CC=CC=C1.C(C1=CC=CC=C1)C(C(C)=O)CC1=CC=CC=C1